7-(4-hydroxyphenyl)-8,9,10,11-tetrahydro-3H-pyrazolo[4,3-a]phenanthridine-9-carboxylic acid OC1=CC=C(C=C1)C1=NC2=CC=C3C(=C2C=2CCC(CC12)C(=O)O)C=NN3